tert-butyl (1S,4S)-5-((4-(5-(difluoromethyl)-1,3,4-oxadiazol-2-yl)-2-fluorobenzyl)(3,4-difluorophenyl)carbamothioyl)-2,5-diazabicyclo[2.2.1]heptan-2-carboxylate FC(C1=NN=C(O1)C1=CC(=C(CN(C(=S)N2[C@@H]3CN([C@H](C2)C3)C(=O)OC(C)(C)C)C3=CC(=C(C=C3)F)F)C=C1)F)F